2-Chlorothiopheno[2,3-d]pyrimidine ClC=1N=CC2=C(N1)SC=C2